(difluoro(2-(((3S,6S,7aS,8aS,8bR)-5-oxo-3-(3-(pyridin-3-yl)azetidine-1-carbonyl)decahydro-cyclopropa[c]pyrrolo[1,2-a]azepin-6-yl)carbamoyl)benzo[b]thiophen-5-yl)methyl)phosphonic acid FC(C1=CC2=C(SC(=C2)C(N[C@H]2C[C@H]3[C@@H]([C@@H]4N(C2=O)[C@@H](CC4)C(=O)N4CC(C4)C=4C=NC=CC4)C3)=O)C=C1)(F)P(O)(O)=O